N-(1-(2-((tert-butyldimethylsilyl)oxy)-2-methylpropyl)-3-(6-(1-hydroxybutyl)-4-methylpyridin-3-yl)-2-oxo-1,2-dihydro-1,6-naphthyridin-7-yl)cyclopropanecarboxamide [Si](C)(C)(C(C)(C)C)OC(CN1C(C(=CC2=CN=C(C=C12)NC(=O)C1CC1)C=1C=NC(=CC1C)C(CCC)O)=O)(C)C